1-(2-(3-methylazetidin-1-yl)-2-oxoethyl)-6-(3-(trifluoromethyl)phenyl)-1H-imidazo[4,5-b]pyridin-2(3H)-one CC1CN(C1)C(CN1C(NC2=NC=C(C=C21)C2=CC(=CC=C2)C(F)(F)F)=O)=O